4-(4-(trifluoromethyl)phenyl)butanamide dihydrochloride Cl.Cl.FC(C1=CC=C(C=C1)CCCC(=O)N)(F)F